COC(=O)C1(C(C1)(C(=O)OC)C)C 1,2-dimethylcyclopropane-1,2-dicarboxylic acid dimethyl ester